6-(2-fluoro-4-(piperazin-1-ylmethyl)phenyl)-N-(1H-indazol-5-yl)quinolin-4-amine FC1=C(C=CC(=C1)CN1CCNCC1)C=1C=C2C(=CC=NC2=CC1)NC=1C=C2C=NNC2=CC1